C(#N)C=1C(=CC(=NC1)NC(N(C)C1=NC(=C(C=C1)CN1C(CN(CC1)C)=O)C=O)=O)OC1CCOCC1 3-(5-cyano-4-((tetrahydro-2H-pyran-4-yl)oxy)pyridin-2-yl)-1-(6-formyl-5-((4-methyl-2-oxopiperazin-1-yl)methyl)pyridin-2-yl)-1-methylurea